C(=O)(O)[PH3+] carboxyphosphonium